2-(3',5'-bis-(α,α-dimethylbenzyl)-2'-hydroxyphenyl)benzotriazole CC(C1=CC=CC=C1)(C)C=1C(=C(C=C(C1)C(C1=CC=CC=C1)(C)C)N1N=C2C(=N1)C=CC=C2)O